BrC1=C(C(=NC2=CC=CC=C12)NCC1=C(C=C(C=C1)Cl)F)C(F)(F)F bromo-N-(4-chloro-2-fluorobenzyl)-3-(trifluoromethyl)quinolin-2-amine